BrC1=CC(=CC2=CC=CC(=C12)F)COC 1-bromo-8-fluoro-3-(methoxymethyl)naphthalene